2,4-diamino-3,5-dimethylsulfanylchlorobenzene NC1=C(C=C(C(=C1SC)N)SC)Cl